C1(=CC(=CC=C1)N1C(C2C3C=CC(C2C1=O)(O3)CO)=O)N3C(C1C2C=CC(C1C3=O)(O2)CO)=O 2,2'-(1,3-phenylene)bis(4-(hydroxymethyl)-3a,4,7,7a-tetrahydro-1H-4,7-epoxyisoindole-1,3(2H)-dione)